estra-1,3,5(10)-triene-3,15,16,17-tetraol C[C@@]12C(C(C([C@H]1[C@@H]1CCC=3C=C(C=CC3[C@H]1CC2)O)O)O)O